5-chloro-2-(N-((1S)-2-(6-fluoro-2,3-dimethylphenyl)-1-(5-oxo-4,5-dihydro-1,3,4-oxadiazol-2-yl) propyl) sulfamoyl)-3-methoxybenzyl methanesulfonate CS(=O)(=O)OCC1=C(C(=CC(=C1)Cl)OC)S(N[C@@H](C(C)C1=C(C(=CC=C1F)C)C)C=1OC(NN1)=O)(=O)=O